(1S,2S)-N-(6-(7-(ethyl-(methyl)amino)-6-fluoro-5-methyl-1H-indazol-4-yl)imidazo[1,2-a]pyridin-2-yl)-2-fluorocyclopropane-1-carboxamide C(C)N(C=1C(=C(C(=C2C=NNC12)C=1C=CC=2N(C1)C=C(N2)NC(=O)[C@H]2[C@H](C2)F)C)F)C